benzenesulfonic acid methyl-triphenyl-phosphine salt CC1=C(C=CC=C1)P(C1=CC=CC=C1)C1=CC=CC=C1.C1(=CC=CC=C1)S(=O)(=O)O